1-(3-(4-amino-7-chloro-1-isopropyl-1H-pyrazolo[4,3-c]pyridin-3-yl)-5-cyclopropylisoxazol-4-yl)-3-methylimidazolidin-2-one NC1=NC=C(C2=C1C(=NN2C(C)C)C2=NOC(=C2N2C(N(CC2)C)=O)C2CC2)Cl